phosphorylcholine (methyl)acrylate CC(C(=O)OCC[N+](C#P=O)(C)C)=C